(Z)-N'-(2,6-dichloro-4-(trifluoromethyl)phenyl)-4-(1,4,4,4-tetrafluoro-3-(3,4,5-trichlorophenyl)but-1-en-1-yl)-2-(trifluoromethyl)benzoyl-hydrazine ClC1=C(C(=CC(=C1)C(F)(F)F)Cl)NNC(C1=C(C=C(C=C1)/C(=C/C(C(F)(F)F)C1=CC(=C(C(=C1)Cl)Cl)Cl)/F)C(F)(F)F)=O